N-[5-(5-cyano-6-phenylmethoxypyridin-3-yl)-4-fluoro-2-[rac-(3R,5S)-3,4,5-trimethylpiperazin-1-yl]phenyl]-6-oxo-4-(trifluoromethyl)-1H-pyridine-3-carboxamide C(#N)C=1C=C(C=NC1OCC1=CC=CC=C1)C=1C(=CC(=C(C1)NC(=O)C1=CNC(C=C1C(F)(F)F)=O)N1C[C@H](N([C@H](C1)C)C)C)F |r|